CN(C(=O)C1=CC=2C(=NC=CC2)N1C(=O)OC(C)(C)C)C=1C=C(C=CC1)C tert-butyl 2-[methyl(m-tolyl)carbamoyl]pyrrolo[2,3-b]pyridine-1-carboxylate